(aminomethyl)-5-(5-methyl-1,3-thiazol-4-yl)imidazolidine-2,4-dione hydrochloride Cl.NCN1C(NC(C1C=1N=CSC1C)=O)=O